C(C)(C)NC1=CC(=NC=C1C=1SC(=NN1)N1CCN(CC1)CC1CCNCC1)C1=CC=C2N1N=CC(=C2)C#N 7-[4-(isopropylamino)-5-{5-[4-(piperidin-4-ylmethyl)piperazin-1-yl]-1,3,4-thiadiazol-2-yl}pyridin-2-yl]pyrrolo[1,2-b]pyridazine-3-carbonitrile